O1C(CCCC1)N1N=CC(=C1)C1=CC=C(N)C=C1 4-(1-tetrahydropyran-2-ylpyrazol-4-yl)aniline